2-(trifluoromethyl)-9H-thioxanthene-9-formaldehyde FC(C1=CC=2C(C3=CC=CC=C3SC2C=C1)C=O)(F)F